2-(3-(3-(5-chloropyridin-2-yl)-1,2,4-thiadiazol-5-yl)-6-oxo-pyridazin-1(6H)-yl)-N-ethyl-acetamide ClC=1C=CC(=NC1)C1=NSC(=N1)C1=NN(C(C=C1)=O)CC(=O)NCC